O=C1N[C@H]2[C@@H](OC1)CCN(C2)C(=O)N2CC(C2)C2=CC=C(OC1=C(C#N)C=CC=C1)C=C2 (+)-2-[4-[1-[(4aR,8aS)-3-Oxo-4,4a,5,7,8,8a-hexahydropyrido[4,3-b][1,4]oxazine-6-carbonyl]azetidin-3-yl]phenoxy]benzonitrile